C1(=CC=CC=C1)S(=O)(=N)C1CC1 phenyl-cyclopropyl-sulfoximine